NC=1C=2N(C=CN1)C(=NC2C2=CC(=C(C=C2)NC(OC(C)(C)C)=O)OC)C2(CC2)F tert-Butyl (4-(8-amino-3-(1-fluorocyclopropyl)imidazo[1,5-a]pyrazin-1-yl)-2-methoxyphenyl)carbamate